2-(dimethylphosphoryl)benzene CP(=O)(C)C1=CC=CC=C1